4-(2-chloro-4-fluorophenyl)-7-(dimethylamino)-2H-chromen-2-one ClC1=C(C=CC(=C1)F)C1=CC(OC2=CC(=CC=C12)N(C)C)=O